diisopropyl-tryptamine C(C)(C)N(CCC1=CNC2=CC=CC=C12)C(C)C